4,5-dimethyl-m-phenylenediamine CC1=C(C=C(C=C1C)N)N